2-chloro-3-[4-(1-methyl-5-imidazolyl)-1-piperidyl]isonicotinonitrile ClC=1C(=C(C#N)C=CN1)N1CCC(CC1)C1=CN=CN1C